C/C(/C=O)=C\CCC=C(C)C (E)-2,7-dimethyloct-2,6-dienal